BrC=1C=C(C=CC1C)C1CC(CC(C1)=O)=O 5-(3-bromo-4-methylphenyl)-1,3-cyclohexanedione